(Z)-2-{1-[4-chloro-1-(3-chloro-5-fluoro-phenoxymethyl)-but-3-enoxyimino]-propyl}-3-Hydroxy-5-propyl-cyclohex-2-enone ClC=CCC(O\N=C(\CC)/C=1C(CC(CC1O)CCC)=O)COC1=CC(=CC(=C1)F)Cl